C(C)N(C1CCC(CC1)C=1SC2=C(N1)C(=C(N2)C=2C=C(C=1N(C2)N=CN1)OC)C(C)C)C N-ethyl-4-(6-isopropyl-5-(8-methoxy-[1,2,4]triazolo[1,5-a]pyridin-6-yl)-4H-pyrrolo[3,2-d]thiazol-2-yl)-N-methylcyclohexan-1-amine